5-(4-(trifluoromethyl)piperidin-1-yl)-1,2,3,4-tetrahydroisoquinoline FC(C1CCN(CC1)C1=C2CCNCC2=CC=C1)(F)F